C(C)(C)N1CCN(CC1)C1=CC=C(C=C1)C=1C=2C=CC(=CC2CCC1C=1C=NN(C1)C)O 5-(4-(4-isopropylpiperazin-1-yl)phenyl)-6-(1-methyl-1H-pyrazol-4-yl)-7,8-dihydronaphthalen-2-ol